CC(C)(C)[S@](=O)/N=C/C1=CC(=CC=C1)OC(F)(F)F (S,E)-2-methyl-N-(3-(trifluoromethoxy)benzylidene)propane-2-sulfinamide